C(C)(=O)C1=C(C2=C(N=C(N=C2)NC2=NC=C(C=C2)N2CCN(CC2)C2CCNCC2)N(C1=O)C1CCCC1)C 6-acetyl-8-cyclopentyl-5-methyl-2-((5-(4-(piperidin-4-yl)piperazin-1-yl)pyridin-2-yl)amino)pyrido[2,3-d]pyrimidin-7(8H)-one